BrCC(CCC1=CC=CC=C1)=O 1-bromo-4-phenylbutan-2-one